C1=CC=CC2=CC3=CC=CC=C3C(=C12)COC(N(C)C)=O 9-anthrylmethyl-N,N-dimethylcarbamate